Cl.Cl.Cl.C(C)N1CCN(CC1)C=1C=CC(=NC1)NC1=NC=C(C(=N1)C=1C=C2C(=CC=NC2=C(C1)F)[C@@H](C)O)F |r| (±)-1-(6-(2-((5-(4-Ethylpiperazin-1-yl)pyridin-2-yl)amino)-5-fluoropyrimidin-4-yl)-8-fluoroquinolin-4-yl)ethanol trihydrochloride